(1,4-dioxane), lithium salt [Li].O1CCOCC1